C1(CCCC2CCCCC12)C(COC)COC 2-(1-decalinyl)-1,3-dimethoxypropane